3,6-diiodophenol IC=1C=C(C(=CC1)I)O